methyl 2,6-difluoro-4-(2-(5-oxopyrazolidin-1-yl)ethyl)benzoate-HCl Cl.FC1=C(C(=O)OC)C(=CC(=C1)CCN1NCCC1=O)F